trans-[(3S)-3-(5-fluoropyridin-3-yl)-1,2-oxazolidin-2-yl]-[4-([1,2,4]triazolo[1,5-a]pyridin-6-ylmethyl)cyclohexyl]methanone FC=1C=C(C=NC1)[C@H]1N(OCC1)C(=O)[C@@H]1CC[C@H](CC1)CC=1C=CC=2N(C1)N=CN2